FC(CN1C(N[C@@](CC1=O)(C1=CC2=C(SC3=C2C=C(C=C3)C#CC)C=C1)C)=N)F (S)-3-(2,2-Difluoroethyl)-2-imino-6-methyl-6-(8-(prop-1-yn-1-yl)dibenzo[b,d]thiophen-2-yl)tetrahydropyrimidin-4(1H)-one